C(C)(=O)OCC(CC(CCCCCCCCCCCC#C)O)O 1-acetoxy-2,4-dihydroxyheptadec-16-yne